Cl.Cl.N(=NC(C(=N)NC1=CC=C(C=C1)Cl)(C)C)C(C(=N)NC1=CC=C(C=C1)Cl)(C)C azobis[N-(4-chlorophenyl)-2-methylpropionamidine] dihydrochloride